[C@@H]12CC[C@H](C=C1)C2 (1S,2S,4S)-Bicyclo[2.2.1]hept-5-en